FC(C(C)NC(=O)N1N=CC(=C1)C1=C2C(=NC=C1)NC(N2)=O)(F)F N-(1,1,1-trifluoropropan-2-yl)-4-(2,3-dihydro-2-oxo-1H-imidazo[4,5-b]pyridin-7-yl)-1H-pyrazole-1-carboxamide